OCC=1C(=NC=CC1C)NC(OC(C)(C)C)=O tert-Butyl (3-(hydroxymethyl)-4-methylpyridin-2-yl)carbamate